ClC1=CC2=C(N(C(C3=C(N2CCCCN(C(=O)OC(C)(C)C)C(=O)OC(C)(C)C)C=CC=C3)=O)CCCOC3OCCCC3)C=C1 di-tert-Butyl {4-[7-chloro-10-[3-(tetrahydro-2H-pyran-2-yloxy)propyl]-11-oxo-10,11-dihydro-5H-dibenzo[b,e][1,4]diazepin-5-yl]butyl}imidodicarbonate